O1C[C@H](OC2=NC=CC=C21)C=2C=C(C=CC2)C=2N=NN(N2)C[C@@H](CO)NC(OC(C)(C)C)=O tert-butyl ((S)-1-(5-(3-((R)-2,3-dihydro-[1,4]dioxino[2,3-b]pyridin-3-yl)phenyl)-2H-tetrazol-2-yl)-3-hydroxypropan-2-yl)carbamate